barium-titanium-samarium [Sm].[Ti].[Ba]